4'-((R)-2-(Methoxymethyl)piperazin-1-yl)-2'-(((S)-pyrrolidin-2-yl)methoxy)-3,4,5',8'-tetrahydro-2H,6'H-spiro[naphthalene-1,7'-quinazolin]-7-ol COC[C@@H]1N(CCNC1)C1=NC(=NC=2CC3(CCC12)CCCC1=CC=C(C=C13)O)OC[C@H]1NCCC1